2-(1-(2-(3,4-dimethoxyphenyl)-3-isopropyl-1H-indol-5-yl)-4-(methylamino)piperidin-4-yl)acetonitrile COC=1C=C(C=CC1OC)C=1NC2=CC=C(C=C2C1C(C)C)N1CCC(CC1)(NC)CC#N